3-(5-bromo-6-fluoro-1-oxo-isoindolin-2-yl)-1-(2-trimethylsilylethoxymethyl)piperidine-2,6-dione BrC=1C=C2CN(C(C2=CC1F)=O)C1C(N(C(CC1)=O)COCC[Si](C)(C)C)=O